N-{7-(4-chlorophenoxy)-8-methoxychroman-4-yl}acrylamide ClC1=CC=C(OC2=CC=C3C(CCOC3=C2OC)NC(C=C)=O)C=C1